N-((3S,4R)-4-fluoro-1-methylpyrrolidin-3-yl)-4-methoxy-5-(pyrazolo[1,5-a]pyridin-5-yl)pyrrolo[2,1-f][1,2,4]triazin-2-amine F[C@H]1[C@H](CN(C1)C)NC1=NN2C(C(=N1)OC)=C(C=C2)C2=CC=1N(C=C2)N=CC1